FC(OC1=C(C=C(C(=C1)C)B1O[C@]2([C@@H]3C([C@H](C[C@H]2O1)C3)(C)C)C)C3=CC=C1C(=CN=NC1=C3)NCC3=C(C=C(C=C3)OC)OC)F 7-[2-(Difluoromethoxy)-4-methyl-5-[(1S,2S,6R,8S)-2,9,9-trimethyl-3,5-dioxa-4-boratricyclo[6.1.1.02,6]decan-4-yl]phenyl]-N-[(2,4-dimethoxyphenyl)methyl]cinnolin-4-amine